chloro-2-(perfluoroethyl)imidazo[1,2-a][1,8]naphthyridine-8-carboxylic acid ClC1=CC=2C=CC=3N(C2N=C1C(C(F)(F)F)(F)F)C=C(N3)C(=O)O